(R)-(4-chloro-5-fluoro-1H-indol-2-yl)(4-(pyrrolidine-3-carbonyl)piperazin-1-yl)methanone ClC1=C2C=C(NC2=CC=C1F)C(=O)N1CCN(CC1)C(=O)[C@H]1CNCC1